FC1=C(C=CC(=C1)F)N1N=C(C2=C1CC1C2C1)C(=O)O 1-(2,4-Difluoro-phenyl)-3b,4,4a,5-tetrahydro-1H-cyclopropa[3,4]cyclopenta[1,2-c]pyrazole-3-carboxylic Acid